C1CCC2C=CC3=CC=CC4=CC=C1C2=C34 tetrahydro-pyrene